4-[(3aS,6aR)-2-[(4-chlorophenyl)methyl]-3a,6a-dimethyl-1,3,4,6-tetrahydropyrrolo[3,4-c]pyrrol-5-yl]-6-chloro-1-methyl-2-oxo-1,5-naphthyridine-3-carbonitrile ClC1=CC=C(C=C1)CN1C[C@@]2(CN(C[C@@]2(C1)C)C1=C(C(N(C2=CC=C(N=C12)Cl)C)=O)C#N)C